6-(5-chloro-2-fluorophenyl)-3-[2-(methoxycarbonyl)morpholin-4-yl]pyridazine-4-carboxylic acid trifluoroacetate salt FC(C(=O)O)(F)F.ClC=1C=CC(=C(C1)C1=CC(=C(N=N1)N1CC(OCC1)C(=O)OC)C(=O)O)F